C(C1=CC=CC=C1)OCC1=NC(=C(C(=N1)C)C1=C(C=CC=2C(=C3N(C12)[C@@H](CNC3=O)C)CCCOC3=CC(=C(C(=C3)C)Cl)C)Cl)C (R)-6-(2-((benzyloxy)methyl)-4,6-dimethylpyrimidin-5-yl)-7-chloro-10-(3-(4-chloro-3,5-dimethylphenoxy)propyl)-4-methyl-3,4-dihydropyrazino[1,2-a]indol-1(2H)-one